[I-].[I-].O1CCN(CC1)C=1C=C(C=C(C1)N1C=[N+](C=C1)C)N1C=[N+](C=C1)C 1,1'-(5-morpholino-1,3-phenylene)bis(3-methyl-1H-imidazol-3-ium) diiodide